N-(4-{[3-(3,4-difluorophenyl)-1-{[2-(trimethylsilyl)ethoxy]methyl}-1H-pyrrolo[2,3-b]pyridin-4-yl]oxy}-3,5-difluorophenyl)-N'-[(3-fluorooxetan-3-yl)methyl]urea FC=1C=C(C=CC1F)C1=CN(C2=NC=CC(=C21)OC2=C(C=C(C=C2F)NC(=O)NCC2(COC2)F)F)COCC[Si](C)(C)C